N-(4-(4-(4-(((2S,4R)-2-(2,4-dichlorophenyl)-2-methyl-1,3-dioxolan-4-yl)methoxy)phenyl)piperazin-1-yl)phenyl)furan-3-carboxamide ClC1=C(C=CC(=C1)Cl)[C@]1(OC[C@H](O1)COC1=CC=C(C=C1)N1CCN(CC1)C1=CC=C(C=C1)NC(=O)C1=COC=C1)C